1-(4-((4-(1-((5-hydroxy-6-oxo-1,6-dihydropyrimidin-4-yl)methyl)-3-isopropyl-2-oxoimidazolidin-4-yl)phenyl)ethynyl)benzyl)azetidine-3-carbonitrile OC1=C(N=CNC1=O)CN1C(N(C(C1)C1=CC=C(C=C1)C#CC1=CC=C(CN2CC(C2)C#N)C=C1)C(C)C)=O